N-(5-Chloro-6-(2H-1,2,3-triazol-2-yl)pyridin-3-yl)-1-(2-methoxychinolin-5-yl)-5-(trifluoromethyl)-1H-pyrazol-4-carboxamid ClC=1C=C(C=NC1N1N=CC=N1)NC(=O)C=1C=NN(C1C(F)(F)F)C1=C2C=CC(=NC2=CC=C1)OC